4-(2,5-dichloropyrimidin-4-yl)-1H-pyrazole-1-carboxylic acid tert-butyl ester C(C)(C)(C)OC(=O)N1N=CC(=C1)C1=NC(=NC=C1Cl)Cl